4-(tert-butoxy)benzoic acid C(C)(C)(C)OC1=CC=C(C(=O)O)C=C1